(4R)-4-[2-(2,4-DICHLOROANILINO)THIAZOL-4-YL]-4-ETHOXYCARBONYL-HEXANOIC ACID ClC1=C(NC=2SC=C(N2)[C@](CCC(=O)O)(CC)C(=O)OCC)C=CC(=C1)Cl